ethyl 2-phenylthiazole-5-carboxylate C1(=CC=CC=C1)C=1SC(=CN1)C(=O)OCC